(2r,5s)-5-(4-bromo-2-methylphenyl)-2-methylmorpholine BrC1=CC(=C(C=C1)[C@H]1CO[C@@H](CN1)C)C